(5-(methylamino)pyridin-3-yl)methanone CNC=1C=C(C=NC1)C=O